[Al].[Ni].[Zn] zinc-nickel aluminum